rac-tert-butyl {[(2S,4R)-2-phenyl-3,4-dihydro-2H-pyrano[3,2-b]pyridin-4-yl]methyl}carbamate C1(=CC=CC=C1)[C@@H]1C[C@@H](C2=NC=CC=C2O1)CNC(OC(C)(C)C)=O |r|